N-(1-(6-(2-methoxyphenyl)pyridazin-3-yl)piperidin-3-yl)-4-nitrobenzamide COC1=C(C=CC=C1)C1=CC=C(N=N1)N1CC(CCC1)NC(C1=CC=C(C=C1)[N+](=O)[O-])=O